C(C)=O ethan-1-one